C(C)(C)(C)OC(=O)N(C(C(=O)O)CC1=CC(=CC=C1)F)C 2-[tert-butoxycarbonyl(methyl)amino]-3-(3-fluorophenyl)propanoic acid